S-methylacetylthiophosphoramide CCC(=O)S=P(N)(N)N